6,6-bis(((Z)-hex-3-en-1-yl)oxy)hexanoic acid 6-bromohexyl ester BrCCCCCCOC(CCCCC(OCC\C=C/CC)OCC\C=C/CC)=O